1-(tert-butoxycarbonyl)-5-methylpiperazine-2-carboxylic acid C(C)(C)(C)OC(=O)N1C(CNC(C1)C)C(=O)O